CS(=O)(=O)C1=CC(=C(C=C1)NCC#CC=1N(C2=CC=CC(=C2C1)NC1CCN(CC1)CC(=O)N)CC(F)(F)F)OCCOC 2-(4-{[2-(3-{[4-methanesulfonyl-2-(2-methoxyethoxy)phenyl]amino}prop-1-yn-1-yl)-1-(2,2,2-trifluoroethyl)-1H-indol-4-yl]amino}piperidin-1-yl)acetamide